tin-lanthanum [La].[Sn]